C(C1=CC=CC=C1)C1CN(C1)C1=NC(=NC2=CC=C(C=C12)C=1C(=NOC1C)C)N1CCN(CC1)C(C)N(C)C (4-(4-(3-benzylazetidin-1-yl)-6-(3,5-dimethylisoxazol-4-yl)Quinazolin-2-yl)piperazin-1-yl)-N,N-dimethylethylamine